N-(2-(2-((3S,8aR*)-7-(3-Chloro-2-fluoro-6-(1H-tetrazol-1-yl)phenyl)-5-oxo-1,2,3,5,8,8a-hexahydroindolizin-3-yl)-1H-imidazol-4-yl)phenyl)isobutyramide ClC=1C(=C(C(=CC1)N1N=NN=C1)C1=CC(N2[C@@H](CC[C@@H]2C1)C=1NC=C(N1)C1=C(C=CC=C1)NC(C(C)C)=O)=O)F |o1:19|